NC1=C(C(=NC=N1)OC1=CC(=C(C=C1)NC(=O)NC1=CC(=NN1C1=CC(=C(C=C1)OCC)F)C(C)(C)C)F)C#N 1-(4-((6-amino-5-cyanopyrimidin-4-yl)oxy)-2-fluorophenyl)-3-(3-(tert-butyl)-1-(4-ethoxy-3-fluorophenyl)-1H-pyrazol-5-yl)urea